(E)-2-chloro-4-(2-(4,4-difluorocyclohexyl)vinyl)-5-methoxypyridine ClC1=NC=C(C(=C1)\C=C\C1CCC(CC1)(F)F)OC